1-(1-butoxyprop-1-en-2-yl)-4-(1-(2-propoxyethoxy)prop-1-en-2-yl)benzene C(CCC)OC=C(C)C1=CC=C(C=C1)C(=COCCOCCC)C